CC(C(P(C1=CC=CC=C1)C1=CC=CC=C1)C)P(C1=CC=CC=C1)C1=CC=CC=C1 dimethyl(1,2-bisdiphenylphosphinoethane)